S1C(=NC2=C1C=CC=C2)NC(=O)C=2C=CC=C1CCN(CC21)C2=CC=C(C(=N2)C(=O)OC(C)(C)C)C2=C(C(=CC=C2)OCCCC2CCN(CC2)[C@H](C(=O)OCC)C)C (S)-tert-butyl 6-(8-(benzo[d]thiazol-2-ylcarbamoyl)-3,4-dihydroisoquinolin-2(1H)-yl)-3-(3-(3-(1-(1-ethoxy-1-oxopropan-2-yl)piperidin-4-yl)propoxy)-2-methylphenyl)picolinate